COC1=CC=CC2=C1N=C(S2)NN 1-(4-methoxy-1,3-benzothiazol-2-yl)hydrazine